tert-butyl (5-((5-(tert-butyl)-2-nitrophenyl)amino)pyridin-2-yl)carbamate C(C)(C)(C)C=1C=CC(=C(C1)NC=1C=CC(=NC1)NC(OC(C)(C)C)=O)[N+](=O)[O-]